C1(=CC=CC=C1)P(=O)(C1=CC=CC=C1)C1OC2=CC(=CC=C2C(C1)=O)OCC1=CC=CC=C1 2-(diphenylphosphoryl)-7-benzyloxychroman-4-one